S1C=NC2=C1C(=CC=C2)C(O)([2H])[2H] benzo[d]thiazol-7-ylmethan-d2-ol